2-(2-methyl-4-(piperidin-1-yl)phenyl)spiro[3.3]heptane-2,6-diamine CC1=C(C=CC(=C1)N1CCCCC1)C1(CC2(C1)CC(C2)N)N